COC1=C2CCCC(C2=CC=C1)=C 5-methoxy-1-methylidene-1,2,3,4-tetrahydronaphthalene